5-acetyl-3-ethoxypicolinonitrile C(C)(=O)C=1C=C(C(=NC1)C#N)OCC